C(C)(CC)C=1C(=NC=C(C1N)C#CC=1C=NN(C1)CCF)NC1=NC(=NC=C1)C=1C=NN(C1)S(=O)(=O)C1CC1 M-(sec-Butyl)-N2-(2-(1-(cyclopropylsulfonyl)-1H-pyrazol-4-yl)pyrimidin-4-yl)-5-((1-(2-fluoroethyl)-1H-pyrazol-4-yl)ethynyl)pyridine-2,4-diamine